ClC=1C(=C(C=CC1F)[C@H](NC(=O)[C@@H]1CNC(C1)=O)[C@@H]1C[C@H](C1)C(F)(F)F)F |o1:8| (S)-N-((R or S)-(3-chloro-2,4-difluorophenyl)((trans)-3-(trifluoromethyl)cyclobutyl)-methyl)-5-oxopyrrolidine-3-carboxamide